5-bromoiodopyrimidine BrC=1C=NC(=NC1)I